CN(C1=NC(=NC(=C1)N1CCOC2(C1)CCCCC2)C(F)(F)F)C[C@H]2CN(CCO2)S(=O)(=O)C (S)-N-methyl-N-((4-(methylsulfonyl)morpholin-2-yl)methyl)-6-(1-oxa-4-azaspiro[5.5]undecan-4-yl)-2-(trifluoromethyl)pyrimidin-4-amine